C1(CCC1)SC1=NC=CC=C1C1=CC(=C(OCCCC#N)C(=C1)F)F 4-[4-(2-Cyclobutylsulfanyl-3-pyridyl)-2,6-difluoro-phenoxy]butanenitrile